(5-chloro-3,6-dimethyl-1-(tetrahydro-2H-pyran-2-yl)-1H-indazol-4-yl)boronic acid ClC=1C(=C2C(=NN(C2=CC1C)C1OCCCC1)C)B(O)O